3-(4-((1-(4-methoxybenzyl)-4-oxa-1-azaspiro[5.5]undecan-9-yl)amino)-1-oxoisoindolin-2-yl)piperidine-2,6-dione COC1=CC=C(CN2CCOCC23CCC(CC3)NC3=C2CN(C(C2=CC=C3)=O)C3C(NC(CC3)=O)=O)C=C1